tert-Butyl 4-(7-bromo-6-chloro-2-((1-cyclopropylpiperidin-4-yl)amino)-8-fluoroquinazolin-4-yl)piperazine-1-carboxylate BrC1=C(C=C2C(=NC(=NC2=C1F)NC1CCN(CC1)C1CC1)N1CCN(CC1)C(=O)OC(C)(C)C)Cl